(R)-2,2'-(2-(2-(benzofuran-3-yl)-1-(2-oxo-2-(pyrazin-2-ylamino)acetamido)ethyl)-5-oxo-1,3,2-dioxaborolane-4,4-diyl)diacetic acid O1C=C(C2=C1C=CC=C2)C[C@H](NC(C(NC2=NC=CN=C2)=O)=O)B2OC(C(O2)(CC(=O)O)CC(=O)O)=O